OC(C)[C@](CCCC)(C)NC(OC(C)(C)C)=O tert-butyl ((3R)-2-hydroxy-3-methylheptan-3-yl)carbamate